5-fluoro-7-(6-methoxypyridazin-4-yl)-3-(piperidin-4-yl)quinazolin-4-one FC1=C2C(N(C=NC2=CC(=C1)C1=CN=NC(=C1)OC)C1CCNCC1)=O